methyl N-{4-[(7-{8-methyl-1H,2H,3H-pyrido[2,3-b][1,4]oxazin-7-yl}-5H,6H,7H,8H-pyrido[3,4-d]pyrimidin-2-yl)amino]phenyl}carbamate CC1=C(C=NC=2OCCNC21)N2CC=1N=C(N=CC1CC2)NC2=CC=C(C=C2)NC(OC)=O